N1=C(C=CC=C1)/C=C/C(=O)O (E)-3-(pyridine-2-yl)acrylic acid